4-[[3-[4-(difluoromethoxy)phenyl]imidazo[1,2-a]pyrazin-8-yl]amino]-2-(2-hydroxyethyl)-N-methylbenzamide FC(OC1=CC=C(C=C1)C1=CN=C2N1C=CN=C2NC2=CC(=C(C(=O)NC)C=C2)CCO)F